C(C1=CC=CC=C1)ONC(CC(=O)O)CC1=C(C=C(C(=C1)F)F)F 3-(benzyloxyamino)-4-(2,4,5-trifluorophenyl)butyric acid